C1(=CC=CC=C1)C=1C(=C(C=CC1)P([O-])([O-])([O-])C1CCCCC1)C1=CC=CC=C1 diphenyl-cyclohexylphenylphosphite